2-((4-(2-(5-chloropyridin-2-yl)-2,3-dihydrobenzo[b][1,4]dioxin-5-yl)-3,6-dihydropyridin-1(2H)-yl)methyl)-1-(((S)-oxetan-2-yl)methyl)-1H-benzo[d]imidazole-6-carboxylic acid ClC=1C=CC(=NC1)C1COC2=C(O1)C=CC=C2C=2CCN(CC2)CC2=NC1=C(N2C[C@H]2OCC2)C=C(C=C1)C(=O)O